P(=O)(O)(O)OC1[C@H](N)[C@@H](O)[C@H](O)[C@H](O1)CO 1-phosphoglucosamine